C(C1=CC=CC=C1)OC1=NC(=CC=C1C1=CC(=C(C=C1)N1CCC(CC1)CC(OC)OC)F)OCC1=CC=CC=C1 2,6-dibenzyloxy-3-[4-[4-(2,2-dimethoxyethyl)-1-piperidyl]-3-fluorophenyl]pyridine